N1CC(C1)C(=O)N1CCC2(CC1)C(N(C1=CC(=CC=C12)C1=CC2=C(C(=N1)NC1=C(C=CC=C1)F)N(C=N2)C(C)C)C2CC(C2)N2CCCCC2)=O 1'-(AZETIDINE-3-CARBONYL)-6-{4-[(2-FLUOROPHENYL)AMINO]-3-ISOPROPYLIMIDAZO[4,5-C]PYRIDIN-6-YL}-1-[(1S,3S)-3-(PIPERIDIN-1-YL)CYCLOBUTYL]SPIRO[INDOLE-3,4'-PIPERIDIN]-2-ONE